ClC1=C(OC2=C(OCC(=O)OC(C)C#N)C=CC=C2)C=C(C(=C1)F)N1C(N(C(=CC1=O)C(F)(F)F)C)=O 1-Cyanoethyl (2-{2-chloro-4-fluoro-5-[3-methyl-2,6-dioxo-4-(trifluoromethyl)-3,6-dihydropyrimidin-1(2H)-yl]phenoxy}phenoxy)acetate